FC1=C(C=CC(=C1COC=1C=C2C(=NC1)C=NN2C)F)NS(=O)(=O)C=2C(=NC=C(C2)F)OC N-[2,4-difluoro-3-[([1-methylpyrazolo[4,3-b]pyridin-6-yl]oxy)methyl]phenyl]-5-fluoro-2-methoxypyridine-3-sulfonamide